O1C=CC2=C1C=CC(=C2)C2=CC=CC(=N2)C(=O)NC2=CC=C(C=C2)C(F)(F)F 6-(benzofuran-5-yl)-N-(4-(trifluoromethyl)phenyl)picolinamide